3-(2,3-epoxypropyloxy)propyltriethoxysilane CCO[Si](CCCOCC1CO1)(OCC)OCC